NC=1C2=C(N=CN1)N(C=C2)[C@H]2[C@@H]([C@@H]([C@](O2)(CO)N=[N+]=[N-])O)O (2R,3S,4R,5R)-5-{4-amino-7H-pyrrolo[2,3-d]pyrimidin-7-yl}-2-azido-2-(hydroxymethyl)oxolane-3,4-diol